INI trans-Diiodo(ammonia)